(E)-N-(4-(4-amino-7-(1-(difluoromethyl)-1H-pyrazol-4-yl)-3-(3-fluoro-4-((4-methylpyrimidin-2-yl)oxy)phenyl)thieno[3,2-c]pyridin-2-yl)-3-methylphenyl)but-2-enamide NC1=NC=C(C2=C1C(=C(S2)C2=C(C=C(C=C2)NC(\C=C\C)=O)C)C2=CC(=C(C=C2)OC2=NC=CC(=N2)C)F)C=2C=NN(C2)C(F)F